spiro[bicyclo[3.2.1]octane-8,1'-pyrrolidin]-1'-ium triflate [O-]S(=O)(=O)C(F)(F)F.[N+]12(CCCC1)C1CCCC2CC1